2,2-Difluoro-N-[rac-(2R,3S)-1-[1-(4-fluorophenyl)-1H-indazol-5-yl]-2-isopropyl-pyrrolidin-3-yl]-propionamide FC(C(=O)N[C@@H]1[C@H](N(CC1)C=1C=C2C=NN(C2=CC1)C1=CC=C(C=C1)F)C(C)C)(C)F |r|